3,3-difluoro-1-[(2S,5S)-7-fluoro-2,3-dihydro-2,5-methano-1,4-benzoxazepin-4(5H)-yl]-2,2-dimethylbutan-1-one FC(C(C(=O)N1C[C@H]2OC3=C([C@@H]1C2)C=C(C=C3)F)(C)C)(C)F